(4-hydroxybutyl)-1,2-dimethyl-1H-imidazol-3-ium OCCCC[N+]1=C(N(C=C1)C)C